C(C)(C)(C)N1N=CC[C@@H]1C=1C=NC=CC1 tert-butyl-(R)-5-(pyridin-3-yl)-4,5-dihydro-1H-pyrazole